C1(CC12CNCC2)CNC2=NC=C(C(=N2)C2=CNC1=C(C(=CC=C21)F)P(C)(C)=O)C(F)(F)F (3-(2-(((5-Azaspiro[2.4]heptan-1-yl)methyl)amino)-5-(trifluoromethyl)pyrimidin-4-yl)-6-fluoro-1H-Indol-7-yl)dimethylphosphine oxide